1-(6-((4-(3-phenylisoxazolidin-2-yl)-5-(trifluoromethyl)pyrimidin-2-yl)amino)-3,4-diHydroisoquinolin-2(1H)-yl)ethan-1-one C1(=CC=CC=C1)C1N(OCC1)C1=NC(=NC=C1C(F)(F)F)NC=1C=C2CCN(CC2=CC1)C(C)=O